C1(CC1)C1=C(C=CC=C1)C1C2=C(NC(=C1C(=O)OC)CF)COC2=O methyl 4-(2-cyclopropylphenyl)-2-(fluoromethyl)-5-oxo-1,4,5,7-tetrahydrofuro[3,4-b]pyridine-3-carboxylate